N'-(2-chlorophenyl)-6-(6-methoxy-4-methyl-3-pyridyl)-4-[[[(R)-pyrrolidin-2-yl]methyl]amino]pyrrolo[1,2-b]pyridazine-3-carboxamidine ClC1=C(C=CC=C1)N=C(N)C1=C(C=2N(N=C1)C=C(C2)C=2C=NC(=CC2C)OC)NC[C@@H]2NCCC2